[1-(4-amino-6-chloro-1,3,5-triazin-2-yl)-4-piperidinyl]-[(3S)-3-pyrazin-2-yl-isoxazolidin-2-yl]methanone NC1=NC(=NC(=N1)Cl)N1CCC(CC1)C(=O)N1OCC[C@H]1C1=NC=CN=C1